(4-Bromo-2-fluorophenyl)(ethyl)(imino)-λ6-sulfane BrC1=CC(=C(C=C1)[SH2](=N)CC)F